C(CCCCCCCCCCCCCCCCC)N.P(=O)(OCCCC)(OCCCC)O dibutyl phosphate octadecylamine salt